CC1(C2C(N(C(C12)=O)CC1=CC2=NC=CC(=C2S1)C=1C(=NC=C(C1)C(F)(F)F)C[C@@H]1CNCCO1)=O)C 6,6-dimethyl-3-((7-(2-(((R)-morpholin-2-yl)methyl)-5-(trifluoromethyl)pyridin-3-yl)thieno[3,2-b]pyridin-2-yl)methyl)-3-azabicyclo[3.1.0]hexane-2,4-dione